NC=1C(=C(C=C2C=C(N=CC12)NC1=NN2CC=3N(CCC2=C1)C=CN3)C(=O)N(C=3NC(C=NC3)=O)C)F 8-amino-3-((5,6-dihydro-11H-imidazo[1,2-a]pyrazolo[1,5-d][1,4]diazepin-8-yl)amino)-7-fluoro-N-methyl-N-(6-oxo-1,6-dihydropyrazin-2-yl)isoquinoline-6-carboxamide